tert-Butyl (1R,5S)-3-((R or S)-6-chloro-2-(3-(dimethylamino) azetidin-1-yl)-8-fluoro-7-(naphthalen-1-yl)quinazolin-4-yl)-3,8-diazabicyclo[3.2.1]octane-8-carboxylate ClC=1C=C2C(=NC(=NC2=C(C1C1=CC=CC2=CC=CC=C12)F)N1CC(C1)N(C)C)N1C[C@H]2CC[C@@H](C1)N2C(=O)OC(C)(C)C